ClC1=C(C(=CC=C1)Cl)N1N=C(C(=N1)C(=O)O)NC1=CC=C(C=C1)C1=NN=NN1C 2-(2,6-Dichloro-phenyl)-5-[4-(1-methyl-1H-tetrazol-5-yl)-phenylamino]-2H-[1,2,3]triazole-4-carboxylic acid